dieicosyl sebacate C(CCCCCCCCC(=O)OCCCCCCCCCCCCCCCCCCCC)(=O)OCCCCCCCCCCCCCCCCCCCC